ClC1=C(C=C(C=C1)F)[C@@H]1NC(C2=C1C(=CC1=C(N(N=C21)C)[C@H](C(F)(F)F)O)NC(C2=CC(=CC(=C2)C(F)(F)F)F)=O)=O |o1:21| N-((R)-6-(2-chloro-5-fluorophenyl)-2-methyl-8-oxo-3-((R*)-2,2,2-trifluoro-1-hydroxyethyl)-2,6,7,8-tetrahydropyrrolo[3,4-g]indazol-5-yl)-3-fluoro-5-(trifluoromethyl)benzamide